BrC1=C(C=CC=C1)C=1C=2N(C(=CC1)C1=CC=CC=C1)C1=C(N2)C=CC=C1 4-(2-bromophenyl)-1-phenylbenzo[4,5]imidazo[1,2-a]pyridine